6-methyl-N-(3-(3-(6-(trifluoromethyl)pyridin-3-yl)phenyl)propyl)nicotinamide CC1=NC=C(C(=O)NCCCC2=CC(=CC=C2)C=2C=NC(=CC2)C(F)(F)F)C=C1